Cl.NCCC=C(C(=O)O)C r-aminoethylmethylacrylate hydrochloride